N-(4-(1H-pyrazol-4-yl)phenyl)-2-(3-(3-methoxyphenyl)pyrrolidin-1-yl)pyrimidin-4-amine N1N=CC(=C1)C1=CC=C(C=C1)NC1=NC(=NC=C1)N1CC(CC1)C1=CC(=CC=C1)OC